5-BROMO-1,3-DIMETHYL-1H-PYRAZOLE-4-CARBOXALDEHYDE BrC1=C(C(=NN1C)C)C=O